4-[4-(4,4,5,5-tetramethyl-1,3,2-dioxaborolan-2-yl)-1H-pyrazol-1-yl]Piperidine-1-carboxylic acid tert-butyl ester C(C)(C)(C)OC(=O)N1CCC(CC1)N1N=CC(=C1)B1OC(C(O1)(C)C)(C)C